C(CCCCCCCCC(=O)OCCCCCCCCCCCCC)(=O)OCCCCCCCCCCCCC di(tridecyl) sebacate